(3,5-dibromo-4-methoxyphenyl)(spiro[cyclopropane-1,2'-pyrido[4,3-b][1,4]oxazin]-4'(3'H)-yl)methanone BrC=1C=C(C=C(C1OC)Br)C(=O)N1C2=C(OC3(C1)CC3)C=CN=C2